O=C1N(C2=CC=CC=C2C(N1C1=C(C=CC=C1)C)=O)CC1=CC=C(C(=O)NO)C=C1 4-((2,4-dioxo-3-(o-tolyl)-3,4-dihydroquinazolin-1(2H)-yl)methyl)-N-hydroxybenzamide